methylphenothiazine CC1=C2C(=CC=C1)SC3=CC=CC=C3N2